BrC(C1=NC(=NC(=N1)C(Br)Br)C(Br)Br)Br 2,4,6-tris(dibromomethyl)-sym-triazine